CN1C(=CC2=C(C=CC=C12)N1C(NC(CC1)=O)=O)C1CCNCC1 1-(1-methyl-2-(piperidin-4-yl)-1H-indol-4-yl)dihydropyrimidine-2,4(1H,3H)-dione